1-[2-Chloro-4-[1,2,2,2-tetrafluoro-1-(trifluoromethyl)ethyl]-6-(trifluoromethyl)phenyl]-4-iodo-1H-pyrazole ClC1=C(C(=CC(=C1)C(C(F)(F)F)(C(F)(F)F)F)C(F)(F)F)N1N=CC(=C1)I